ClC1=CC=C(C(=C1C1=C(C(=NC(=N1)NC1=CC(=C(C=C1)OCCCN(C)C)C)OC)C(=O)N)C)O (6-chloro-3-hydroxy-2-methylphenyl)-2-((4-(3-(dimethylamino)propoxy)-3-methylphenyl)amino)-4-methoxypyrimidine-5-carboxamide